C(C1=CC=CC=C1)(=O)[C@@]12[C@@](N(C=3C=CC=CC13)C(C)=O)(C[C@@H]2C2=NC=CC(=C2)Cl)C 1-((1S,2aS,7bR)-7b-benzoyl-1-(4-chloropyridin-2-yl)-2a-methyl-1,2,2a,7b-tetrahydro-3H-cyclobuta[b]indol-3-yl)ethan-1-one